C(C)(C)(C)OC(=O)N1C(C=2C(CC1)=C(N(N2)C)C2=CC(=CC(=C2)CC(=O)OC)Cl)C 3-[3-chloro-5-(2-methoxy-2-oxo-ethyl)phenyl]-2,7-dimethyl-5,7-dihydro-4H-pyrazolo[3,4-c]pyridine-6-carboxylic acid tert-butyl ester